ClC1=CC=C2C=CN(C(C2=C1)=O)CC(=O)N[C@@H](CCC(=O)OCC1=CC=CC=C1)C(COC1=C(C(=CC(=C1F)F)F)F)=O Benzyl (S)-4-(2-(7-chloro-1-oxoisoquinolin-2(1H)-yl)acetamido)-5-oxo-6-(2,3,5,6-tetrafluorophenoxy)hexanoate